(4-amidinophenyl)tetraphenylmethane C(N)(=N)C1=CC=C(C=C1)C1=C(C=CC=C1)C(C1=CC=CC=C1)(C1=CC=CC=C1)C1=CC=CC=C1